2-butenyl-4,5-dihydro-1,3-oxazine C(=CCC)C=1OCCCN1